FCCN1C=C(C(C(=C1C)C1=CC=C(C=C1)F)=O)C(=O)N 1-(2-fluoroethyl)-5-(4-fluorophenyl)-6-methyl-4-oxopyridine-3-carboxamide